ClC1=NC=C2C=CC(=NC2=C1)C(C)(F)C1CCN(CC1)C(=O)OC(C)(C)C tert-butyl 4-[1-(7-chloro-1,6-naphthyridin-2-yl)-1-fluoroethyl]piperidine-1-carboxylate